C(C)OC1=CC=C(C=N1)C=1C=NC=C(C1)C(=O)NCCC=1C(=NC=C(C1)OC)F 6'-ethoxy-N-(2-(2-fluoro-5-methoxypyridin-3-yl)ethyl)-[3,3'-bipyridine]-5-carboxamide